ClC=1C=CC2=C(N=C(O2)C2CC3(CC(C3)NC(=O)C3CN(CC3)C(=O)OC(C)(C)C)C2)C1 tert-butyl 3-[[6-(5-chloro-1,3-benzoxazol-2-yl) spiro[3.3]heptan-2-yl] carbamoyl]-pyrrolidine-1-carboxylate